(3,5-difluoro-4-((6-methoxy-7-(2-(methylamino)ethoxy)quinolin-4-yl)oxy)phenyl)-4-(difluoromethoxy)pyridine-3-carboxamide FC=1C=C(C=C(C1OC1=CC=NC2=CC(=C(C=C12)OC)OCCNC)F)C1=NC=CC(=C1C(=O)N)OC(F)F